Cl.S1C2=C(C=C1)C(=CC=C2)N2CCC(CC2)CCN([C@@H]2CC1=C(N=C(S1)N)CC2)CCC (S)-N6-(2-(1-(benzo[b]thiophen-4-yl)piperidin-4-yl)ethyl)-N6-propyl-4,5,6,7-tetrahydrobenzo[d]thiazole-2,6-diamine hydrochloride salt